dimethyl-trimethyl-ammonium behenate C(CCCCCCCCCCCCCCCCCCCCC)(=O)[O-].CC([NH+](C)C)C